3,3-di(4-hydroxyphenyl)isoindolinone OC1=CC=C(C=C1)C1(NC(C2=CC=CC=C12)=O)C1=CC=C(C=C1)O